ClC1=C(C=C(C=C1)NC(=O)N1C2CC(CC1C2)C)C=2N=NC=CC2 N-(4-chloro-3-pyridazin-3-ylphenyl)-3-methyl-6-azabicyclo[3.1.1]heptane-6-carboxamide